CC(CCCCCCCCCCCCCCCCC)(NCCC[Si](OC)(OC)OC)C dimethyloctadecyl-[3-(trimethoxysilyl)propyl]amine